FC(C(=O)O)(F)F.BrC=1C(=CC=2N(C1)C=C(N2)[C@@H]2N(CCC2)C)F |r| rac-2-{6-bromo-7-fluoroimidazo[1,2-a]pyridin-2-yl}-1-methylpyrrolidine trifluoroacetate